NC=1C(=CC2=C(OCC(N2[C@@H](C)C2=CC=CC=C2)=O)N1)C(F)(F)F 6-amino-1-[(1S)-1-phenylethyl]-7-(trifluoromethyl)-3H-pyrido[2,3-b][1,4]oxazin-2-one